C(C1=CC=CC=C1)C=1C=CC=2N(N1)C(=CN2)C=2C=CC(=NC2)N 5-(6-benzylimidazo[1,2-b]pyridazin-3-yl)pyridin-2-amine